C1(CC=CC1)O cyclopent-3-ene-1-ol